C1=CC2=C(C(=C1)O[C@H]3[C@@H]([C@H]([C@@H]([C@H](O3)CO)O)O)O)C(=O)C4=C([C@@H]2[C@@H]5C6=C(C(=CC=C6)O[C@H]7[C@@H]([C@H]([C@@H]([C@H](O7)CO)O)O)O)C(=O)C8=C5C=C(C=C8O)C(=O)O)C=C(C=C4O)C(=O)O The molecule is a member of the class of sennosides that is rel-(9R,9'R)-9,9',10,10'-tetrahydro-9,9'-bianthracene-2,2'-dicarboxylic acid which is substituted by hydroxy groups at positions 4 and 4', by beta-D-glucopyranosyloxy groups at positions 5 and 5', and by oxo groups at positions 10 and 10'. The exact stereochemisty at positions 9 and 9' is not known - it may be R,R (as shown) or S,S. It is a member of sennosides and an oxo dicarboxylic acid.